7-amino-2-(1-methylpiperidin-4-yl)-8-nitro-4H-chromen-4-one NC1=CC=C2C(C=C(OC2=C1[N+](=O)[O-])C1CCN(CC1)C)=O